C(C)(C)N1CC2N(CC1)CCN(C2)CC 2-isopropyl-8-ethyloctahydro-2H-pyrazino[1,2-a]pyrazin